N1N=CC(=C1)C=1C=C(C(=NC1)C=1N=C2N(C=CC(=N2)C=2CC(NC(C2)(C)C)(C)C)C1)O 5-(1H-pyrazol-4-yl)-2-(7-(2,2,6,6-tetramethyl-1,2,3,6-tetrahydropyridin-4-yl)imidazo[1,2-a]pyrimidin-2-yl)pyridin-3-ol